ClC1=C(C(=O)N[C@H](C(=O)O)CC2=CC=C(C=3C=CC=NC23)C=2C(N(C3=CC=C(C=C3C2C)F)C)=O)C(=CC=C1)Cl (S)-2-(2,6-dichlorobenzoylamino)-3-(6-fluoro-1,4-dimethyl-2-oxo-1,2-dihydro-[3,5'-biquinolin]-8'-yl)propionic acid